[Se]([Se]C#N)C#N diselenocyanide